3',4',5',6'-tetrahydroxyspiro[phthalide-3,9'-xanthene] OC=1C=CC=2C3(C4=CC=C(C(=C4OC2C1O)O)O)OC(=O)C1=CC=CC=C13